N-[(4-methylmorpholin-2-yl)methyl]-5-azaspiro[2.4]heptan-7-carboxamid CN1CC(OCC1)CNC(=O)C1CNCC12CC2